C(C)OCCN(C)CCOCC N,N-bis(2-ethoxyethyl)-N-methylamine